(2R,5R)-tert-butyl 5-(2-ethoxy-2-oxoethyl)-1-methylpyrrolidine-2-carboxylate C(C)OC(C[C@H]1CC[C@@H](N1C)C(=O)OC(C)(C)C)=O